5-acetamido-N-((1,2,3,5,6,7-hexahydro-s-indacen-4-yl)methyl)-2-methylbenzamide C(C)(=O)NC=1C=CC(=C(C(=O)NCC2=C3CCCC3=CC=3CCCC23)C1)C